COC(C1=NC=CC=C1C1=NC(=NC=C1Cl)NC=1C=NN(C1)C1CC1)=O (5-chloro-2-((1-cyclopropyl-1H-pyrazol-4-yl)amino)pyrimidin-4-yl)picolinic acid methyl ester